ClC1=C(C=C(C=N1)C[C@H](C(C)(C)C)NC(OC(C)(C)C)=O)O (R)-tert-Butyl (1-(6-chloro-5-hydroxypyridin-3-yl)-3,3-dimethylbutan-2-yl)carbamate